Cl.FC=1C(=C(OC2=NC=C(C(=C2C=2NC3=CC=NC(=C3C(C2)=O)N2C(CCC2)=O)C)C(F)(F)F)C=CC1F)C 2-[2-(3,4-difluoro-2-methyl-phenoxy)-4-methyl-5-(trifluoromethyl)-3-pyridinyl]-5-(2-oxopyrrolidin-1-yl)-1H-1,6-naphthyridin-4-one hydrochloride